(S)-N-((S)-1-(4-fluoro-5-(2-methoxyquinolin-3-yl)-1H-imidazol-2-yl)-7-oxononyl)-6-methyl-6-azaspiro[2.5]octane-1-carboxamide FC=1N=C(NC1C=1C(=NC2=CC=CC=C2C1)OC)[C@H](CCCCCC(CC)=O)NC(=O)[C@H]1CC12CCN(CC2)C